(E)-3-(8-bromo-2,2-dimethyl-2H-chromen-6-yl)acrylic acid BrC=1C=C(C=C2C=CC(OC12)(C)C)/C=C/C(=O)O